(3Z)-1-acetyl-3-((4-(N-Boc-3-aminopropyl)-5-phenyl-1H-imidazol-4-yl)methylene)piperazine-2,5-dione C(C)(=O)N1C(/C(/NC(C1)=O)=C/C1(N=CNC1C1=CC=CC=C1)CCCNC(=O)OC(C)(C)C)=O